7-bromo-2-(((tert-butyldimethylsilyl)oxy)methyl)-2-methyl-2,3-dihydropyrazolo[5,1-b]oxazole BrC=1C=NN2C1OC(C2)(C)CO[Si](C)(C)C(C)(C)C